1,2-di-(7Z-octadecenoyl)-sn-glycero-3-phosphocholine CCCCCCCCCC/C=C\CCCCCC(=O)OC[C@H](COP(=O)([O-])OCC[N+](C)(C)C)OC(=O)CCCCC/C=C\CCCCCCCCCC